(Z)-N-(3-(3-cyanobenzyl)thiazol-2(3H)-ylidene)-1H-pyrrolo[2,3-b]pyridine-3-carboxamide C(#N)C=1C=C(CN2/C(/SC=C2)=N/C(=O)C2=CNC3=NC=CC=C32)C=CC1